ClC1=CC=C(C=C1)C1=NN(C[C@@H]1C1=CC=CC=C1)\C(\N=C(N)N)=N/S(=O)(=O)C1=CC=C(C=C1)C(F)(F)F (E)-2-((Z)-((S)-3-(4-chlorophenyl)-4-phenyl-4,5-dihydro-1H-pyrazol-1-yl)(((4-(trifluoromethyl)phenyl)sulfonyl)imino)methyl)guanidine